8-(4-chloro-2,6-difluoro-phenyl)-2,3-dimethyl-6-[(2R)-2-(2-methyl-4-pyridyl)morpholin-4-yl]pyrimido[5,4-d]pyrimidin-4-one ClC1=CC(=C(C(=C1)F)C1=NC(=NC2=C1N=C(N(C2=O)C)C)N2C[C@H](OCC2)C2=CC(=NC=C2)C)F